C(CCCCCCC\C=C/C[C@H](O)CCCCCC)(=O)[O-].C(CCCCCCC\C=C/C[C@H](O)CCCCCC)(=O)[O-].C[Sn+2]C dimethyltin diricinoleate